2-[(5-tert-butyl-2-methylphenyl)thio]anthraquinone C(C)(C)(C)C=1C=CC(=C(C1)SC1=CC=2C(C3=CC=CC=C3C(C2C=C1)=O)=O)C